FC(C1=NN=C2N1CCN(C2)C(=O)NCCCCCCCCCCCCC(=O)O)(F)F 13-(3-(trifluoromethyl)-5,6,7,8-tetrahydro-[1,2,4]triazolo[4,3-a]pyrazine-7-carboxamido)tridecanoic acid